C(C1=CC=CC=C1)N1CC=2C(=C(C(=NC2CC1)Cl)C#N)C 6-benzyl-2-chloro-4-methyl-5,6,7,8-tetrahydro-[1,6]naphthyridine-3-carbonitrile